Ethyl (4-((4-fluorobenzyl)amino)phenyl)carbamate FC1=CC=C(CNC2=CC=C(C=C2)NC(OCC)=O)C=C1